(1S,2S)-2-((6-(4-((((R)-1-(2-chlorophenyl)ethoxy)carbonyl)amino)-3-methylisoxazol-5-yl)-5-fluoropyridin-3-yl)carbamoyl)cyclohexane-1-carboxylic acid ClC1=C(C=CC=C1)[C@@H](C)OC(=O)NC=1C(=NOC1C1=C(C=C(C=N1)NC(=O)[C@@H]1[C@H](CCCC1)C(=O)O)F)C